C(C)(C)(CCC)CP(O)(O)=O.CP(OC(C(C)(C)C)C)(F)=O soman (tert-hexyl methylphosphonate)